COC1=NOC(=C1)C(C(=O)OCC)C(C)C ethyl 2-(3-methoxy-1,2-oxazol-5-yl)-3-methylbutyrate